9-methyl-N-(1-methyl-2-((3-methylazetidin-3-yl)carbamoyl)-1H-imidazol-4-yl)-6-oxo-6,7,8,9-tetrahydropyrido[3',2':4,5]pyrrolo[1,2-a]pyrazine-2-carboxamide CC1CNC(C=2N1C1=C(C2)C=CC(=N1)C(=O)NC=1N=C(N(C1)C)C(NC1(CNC1)C)=O)=O